3-[3-[4-[[(3S)-3-amino-1-piperidyl]methyl]phenyl]-5-phenyl-imidazo[4,5-b]pyridin-2-yl]pyridin-2-amine N[C@@H]1CN(CCC1)CC1=CC=C(C=C1)N1C(=NC=2C1=NC(=CC2)C2=CC=CC=C2)C=2C(=NC=CC2)N